((S)-2,3-dihydroxypropyl)-3-methyltetrahydro-2H-pyran-2-carboxylate O[C@H](COC(=O)C1OCCCC1C)CO